N1C(=NC2=C1C=CC=C2)C=2N=C(C1=C(N2)N(C=C1)S(=O)(=O)C)N1[C@@H](COCC1)C (R)-4-(2-(1H-benzo[d]imidazol-2-yl)-7-(methylsulfonyl)-7H-pyrrolo[2,3-d]pyrimidin-4-yl)-3-methylmorpholine